N-(3-fluoro-4-(8-((5-(4-hydroxy-piperidin-1-yl)pyridin-2-yl)amino)-1-oxo-1,2-dihydro-isoquinolin-6-yl)phenyl)cyclohexanecarboxamide FC=1C=C(C=CC1C=1C=C2C=CNC(C2=C(C1)NC1=NC=C(C=C1)N1CCC(CC1)O)=O)NC(=O)C1CCCCC1